(11R)-tetradecadiene-13-lactone C1(C=CC=CCCCCCCCC(C)O1)=O